C(#N)C1=CC(=C(COC2=CC=CC(=N2)C2CCN(CC2)[C@@H](C)C2=NC3=C(N2C[C@H]2OCC2)C=C(C=C3)C(=O)O)C=C1)F 2-((S)-1-(4-(6-((4-cyano-2-fluorobenzyl)oxy)pyridin-2-yl)piperidin-1-yl)ethyl)-1-(((S)-oxetan-2-yl)methyl)-1H-benzo[d]imidazole-6-carboxylic acid